ClC1=C(C=CC(=C1)OC)C1=C(C=CC=C1)F chloro-2'-fluoro-4-methoxy-1,1'-biphenyl